(-)-3-((2-((2-(3-chlorophenyl)-1-hydroxypropan-2-yl)amino)-1H-benzo[d]imidazol-4-yl)methyl)-1,1-dimethylurea ClC=1C=C(C=CC1)C(CO)(C)NC1=NC2=C(N1)C=CC=C2CNC(N(C)C)=O